decanoic acid 2-decanoyloxy-1-hexyl-octyl ester C(CCCCCCCCC)(=O)OC(C(CCCCCC)OC(CCCCCCCCC)=O)CCCCCC